1-[[2-(trimethylsilyl)ethoxy]methyl]-1,3-benzodiazole C[Si](CCOCN1C=NC2=C1C=CC=C2)(C)C